C12CN(CC(CC1)O2)C2=C1C(=NC(=C2)N2CC3CCC(C2)O3)C(=NN1C)Br 3-(7-(8-oxa-3-azabicyclo[3.2.1]octane-3-yl)-3-bromo-1-methyl-1H-pyrazolo[4,3-b]pyridin-5-yl)-8-oxa-3-azabicyclo[3.2.1]octane